BrC=1C(=NNC1C)C 4-bromo-3,5-dimethyl-pyrazole